CC1=CC=C(OC2=CC=C(C=C2)[N+]#N)C=C1 4-(p-methylphenoxy)phenyl-diazonium